(R)-t-butylmethylphosphino-borane C(C)(C)(C)BPC